racemic-1-(2,3-difluorophenyl)-1,2,3,4-tetrahydroisoquinoline FC1=C(C=CC=C1F)[C@@H]1NCCC2=CC=CC=C12 |r|